4-(3-ethynylanilino)-7-(2-methoxyethoxy)quinazolin-6-ol Sodium vanadium phosphate 3-Ethyl-5-methyl-4-bromopyrazolo[1,5-a]pyridine-3,5-dicarboxylate C(C)C1(C=NN2C1=C(C(C=C2)(C(=O)[O-])C)Br)C(=O)[O-].P(=O)([O-])([O-])[O-].[V+5].[Na+].C(#C)C=2C=C(NC1=NC=NC3=CC(=C(C=C13)O)OCCOC)C=CC2